C(C)S(=O)(=O)C1=C(N=C(N1C)C1=CC=C(C=C1)C1(CC1)F)C1=NC2=C(N1C)C=C1C(=C2)OC(C(O1)(F)F)(F)F 2-{5-(Ethylsulfonyl)-2-[4-(1-fluorocyclopropyl)phenyl]-1-methyl-1H-imidazol-4-yl}-6,6,7,7-tetrafluoro-1-methyl-6,7-dihydro-1H-[1,4]dioxino[2,3-f]benzimidazol